1,3-cyclooctanediol C1(CC(CCCCC1)O)O